(2S)-N-[(3r,4r)-1-(8-cyanoquinoxalin-5-yl)-4-methylpyrrolidin-3-yl]-2-hydroxy-3-methylbutanamide C(#N)C=1C=CC(=C2N=CC=NC12)N1C[C@@H]([C@@H](C1)C)NC([C@H](C(C)C)O)=O